N-(3-cyano-4-fluoro-1H-indol-7-yl)-1-(2,2-difluoroethyl)pyrazole-4-sulfonamide C(#N)C1=CNC2=C(C=CC(=C12)F)NS(=O)(=O)C=1C=NN(C1)CC(F)F